[C@@H]1([C@@H](O1)C(=O)O)C(=O)O The molecule is the trans-2,3-epoxy derivative of succinic acid. It is an epoxide and a C4-dicarboxylic acid. It derives from a succinic acid. It is a conjugate acid of a trans-2,3-epoxysuccinate(2-).